3,7-Dichloro-5-methoxy-1-(2-methylpyridin-3-yl)quinoxaline-2(1H)-on ClC=1C(N(C2=CC(=CC(=C2N1)OC)Cl)C=1C(=NC=CC1)C)=O